C(CCCCCCCCCCCCCCCCC)(=O)OC(C(OC(CCCCCCCCCCCCCCCCC)=O)(COC(CCCCCCCCCCCCCCCCC)=O)O)(O)O trihydroxyglycerol tristearate